OC1=CC=C(C=C1)CC(C(=O)O)=O 3-(4-hydroxyphenyl)-2-oxopropionic acid